2-propen-1-yl-[1-(2-propen-1-yl)cyclopropyl]carbamic acid tert-butyl ester C(C)(C)(C)OC(N(C1(CC1)CC=C)CC=C)=O